2-METHOXY-5-METHYLISONICOTINALDEHYDE COC=1C=C(C=O)C(=CN1)C